P(=O)(OC=C)([O-])[O-].[Li+].[Li+] lithium vinyl phosphate